2-((Z)-2-((E)-2-(1,1-dimethyl-5,6-dihydro-4H-pyrrolo[3,2,1-ij]quinoline-2(1H)-yliden)ethyliden)-3-oxo-2,3-dihydro-1H-inden-1-yliden)malononitrile CC1(/C(/N2CCCC3=CC=CC1=C23)=C\C=C/2\C(C3=CC=CC=C3C2=O)=C(C#N)C#N)C